ClC1=C(C=C(ON2C=CC3=C2C(N(C=C3)C)=O)C=C1)F (4-chloro-3-fluorophenoxy)-6-methyl-1,6-dihydro-7H-pyrrolo[2,3-c]pyridin-7-one